tetrazinanone N1NNNC(C1)=O